BrC(C(=O)C)(Cl)Br 1,1-dibromo-1-chloroacetone